5-Methyl-1-(1-(4-((1R,5S)-3-methyl-3-azabicyclo[3.1.0]hexan-1-yl)benzyl)-1H-indol-5-yl)-1H-pyrazol-3-carboxamid CC1=CC(=NN1C=1C=C2C=CN(C2=CC1)CC1=CC=C(C=C1)[C@@]12CN(C[C@H]2C1)C)C(=O)N